NC=1C=CC(=C2CN(C(C12)=O)CC(=C)C#N)C1=CC=C2C=NN(C2=C1)CC(=O)N 2-{6-[7-amino-2-(2-cyano-2-methylideneethyl)-1-oxo-2,3-dihydro-1H-isoindol-4-yl]-1H-indazol-1-yl}acetamide